[Si](C)(C)(C(C)(C)C)OC1=C(C(=O)Cl)C=CC=C1 2-((tert-butyldimethylsilyl)oxy)benzoyl chloride